CN1N=C(C2=CC=CC(=C12)OCC(=O)N1CCN(CC1)S(=O)(=O)C1=CC(=CC=C1)C1=NOC(=N1)C)C1C(NC(CC1)=O)=O 3-(1-Methyl-7-(2-(4-((3-(5-methyl-1,2,4-oxadiazol-3-yl)phenyl)sulfonyl)-piperazin-1-yl)-2-oxoethoxy)-1H-indazol-3-yl)piperidine-2,6-dione